C(C)(=O)N[C@H]1[C@@H](O[C@@H]([C@@H]([C@@H]1O)O)CO)OC1=C(C=CC=C1)C1=CC(=CC=C1)C(=O)O 2'-(2-acetamido-2-deoxy-β-D-galactopyranosyloxy)-[1,1'-Biphenyl]-3-carboxylic acid